C(C)OC1=CC=C2N=C3C=C(C=CC3=C(C2=C1)N)NCC=1OC=CC1 7-Ethoxy-N*3*-furan-2-ylmethyl-acridine-3,9-diamine